[In].[Sb] antimony-indium